2-[(1-tert-butoxycarbonyl-3-fluoro-azetidin-3-yl)methyl]-4-chloro-pyrazole-3-carboxylic acid C(C)(C)(C)OC(=O)N1CC(C1)(F)CN1N=CC(=C1C(=O)O)Cl